CCCCCOC(=O)Cl chloroformic acid n-amyl ester